CN1C(C=C(C(=C1)C=1C=NN(C1)C)N1C=C(C=C1)C(=O)O)=O 1-(1-methyl-5-(1-methyl-1H-pyrazol-4-yl)-2-oxo-1,2-dihydropyridin-4-yl)-1H-pyrrole-3-carboxylic acid